6-chloro-4-((3R,4S)-4-((4-fluorophenyl)amino)-3-methylpiperidin-1-yl)-1-methyl-2-oxo-1,2-dihydro-1,5-naphthyridine-3-carbonitrile ClC=1N=C2C(=C(C(N(C2=CC1)C)=O)C#N)N1C[C@H]([C@H](CC1)NC1=CC=C(C=C1)F)C